C(C)(C)C1=NC=2C=CNC(C2C(=C1)NC1=NC=C(C=C1)N1CCOCC1)=O 2-isopropyl-4-[(5-morpholino-2-pyridyl)amino]-6H-1,6-naphthyridin-5-one